[(4S)-4-ethyl-1-[(5-fluoro-3-pyridyl)-[(1R,2R)-2-[(3-hydroxy-2,2,3-trimethyl-chroman-4-yl)carbamoyl]cyclopropyl]methyl]-4-methyl-6-oxo-hexahydropyrimidin-2-ylidene]ammonium C(C)[C@@]1(NC(N(C(C1)=O)C([C@H]1[C@@H](C1)C(NC1C(C(OC2=CC=CC=C12)(C)C)(C)O)=O)C=1C=NC=C(C1)F)=[NH2+])C